C1(=CC=CC=C1)C1=CC=2C(=NC=CC2B(O)O)N1S(=O)(=O)C1=CC=CC=C1 (2-phenyl-1-(phenylsulfonyl)-1H-pyrrolo[2,3-b]pyridin-4-yl)boronic acid